tert-butyl 3-(4,4,5,5-tetramethyl-1,3,2-dioxaborolan-2-yl)pyrrolo[3,2-c]pyridine-1-carboxylate CC1(OB(OC1(C)C)C1=CN(C2=C1C=NC=C2)C(=O)OC(C)(C)C)C